6-bromo-1-methyl-1,3-dihydro-2λ6-benzo[2,1-c][1,2]thiazol-2,2-dione BrC1=CC=2N(S(CC2C=C1)(=O)=O)C